2-bromo-4-(methoxymethoxy)-1-methylbenzene BrC1=C(C=CC(=C1)OCOC)C